Benzyl 3-(6-(bromomethyl)-4-chloro-7-cyclopentyl-7H-pyrrolo[2,3-d]pyrimidin-5-yl)-5-cyclopropylisoxazole-4-carboxylate BrCC1=C(C2=C(N=CN=C2Cl)N1C1CCCC1)C1=NOC(=C1C(=O)OCC1=CC=CC=C1)C1CC1